(R)-1-(6-fluoro-4-phenyl-3,4-dihydroquinoxaline-1(2H)-yl)-3-(2-methylpyrrolidin-1-yl)propan-1-one FC=1C=C2N(CCN(C2=CC1)C(CCN1[C@@H](CCC1)C)=O)C1=CC=CC=C1